ClC=1C(=CC(=C(C(=O)N2CC3=CC(=CC=C3CC2)N(C(C=C)=O)C)C1)O)O N-(2-(5-Chloro-2,4-dihydroxybenzoyl)-1,2,3,4-tetrahydroisoquinolin-7-yl)-N-methylacrylamide